NC1=NC2=C(C=3N1N=C(N3)C3=NC=CC=C3)C(=C(N2CCN2CCN(CC2)C2=CC=C(OCC(=O)O)C=C2)C(=O)OC)C 2-(4-(4-(2-(5-amino-8-(methoxycarbonyl)-9-methyl-2-(pyridin-2-yl)-7H-pyrrolo[3,2-e][1,2,4]triazolo[1,5-c]pyrimidin-7-yl)ethyl)piperazin-1-yl)phenoxy)acetic acid